7-Benzyl 2-(tert-butyl) 2,7-diazaspiro[3.5]nonane-2,7-dicarboxylate C1N(CC12CCN(CC2)C(=O)OCC2=CC=CC=C2)C(=O)OC(C)(C)C